ClC1=CC=C(CN(C(=O)[C@H]2N(CCC2)S(=O)(=NC2CC2)C2=CC=C(C=C2)C)C2CCC(CC2)(F)F)C=C1 (2S)-N-(4-chlorobenzyl)-1-(N-cyclopropyl-4-methylphenylsulfonimidoyl)-N-(4,4-difluorocyclohexyl)pyrrolidine-2-carboxamide